C[C@]1(C=CC(O1)=O)CCC=C(C)C |r| racemic-5-Methyl-5-(4-methylpent-3-enyl)furan-2-one